dotriacontyl acrylate C(C=C)(=O)OCCCCCCCCCCCCCCCCCCCCCCCCCCCCCCCC